C(CCCCCCC=CCCC=CCCC=CCC=CCC)(=O)O 8,12,16,19-docosatetraenoic acid